3-bromo-1-methyl-1H-pyrazole-5-carboxylic acid BrC1=NN(C(=C1)C(=O)O)C